CC1=C(C(=C(C2=C1O[C@](CC2)(C)CCC[C@H](C)CCC[C@H](C)CCCC(C)C)C)OC(=O)C3=CN=CC=C3)C alpha-tocopheryl nicotinate